(Tetrahydrofuran-3-yl)methyl-((S,E)-7-amino-1-((1-((4-isobutyl-1H-benzo[d]imidazol-2-yl)methyl)-2-oxo-1,2-dihydropyridin-3-yl)amino)-1,7-dioxohept-5-en-2-yl)carbamat O1CC(CC1)COC(N[C@H](C(=O)NC=1C(N(C=CC1)CC1=NC2=C(N1)C=CC=C2CC(C)C)=O)CC\C=C\C(=O)N)=O